C[C@H](C(=O)N[C@H](CO)C(=O)O)N The molecule is a dipeptide comprising D-serine with a D-alanyl residue attached to the alpha-nitrogen. It is a tautomer of a D-alanyl-D-serine zwitterion.